[Cr](=O)(=O)(O)O[Cr](=O)(=O)O.N1=CC=CC=C1 Pyridine dichromate salt